NC1=NNC2=C(C=C(C=C12)C1=CC(=NC=C1)NC(OCC)=O)Br ethyl (4-(3-amino-7-bromo-1H-indazol-5-yl)pyridin-2-yl)carbamate